mono-sodium citrate C(CC(O)(C(=O)O)CC(=O)O)(=O)[O-].[Na+]